2-(7-methoxy-naphthalen-1-yl)acetic acid COC1=CC=C2C=CC=C(C2=C1)CC(=O)O